C1(OCCN2N=C3C=CC=CC3=C21)CN(C(OC(C)(C)C)=O)C tert-butyl (3,4-dihydro-1H-[1,4]oxazino[4,3-b]indazol-1-yl)methyl(methyl)carbamate